BrC1=C(C=C(C(=C1)Cl)OC)S(=O)(=O)N[C@@H](C(=O)O)C(C)C (R)-2-(2-bromo-4-chloro-5-methoxyphenylsulfonylamino)-3-methylbutyric acid